FC(C=1C(=C(C=CC1)[C@@H](C)NC=1C2=C(N=CN1)N(C(C(=C2)C2(CN(C2)C(=O)OC(C)(C)C)C)=O)C)F)F tert-butyl (R)-3-(4-((1-(3-(difluoromethyl)-2-fluorophenyl)ethyl)amino)-8-methyl-7-oxo-7,8-dihydropyrido[2,3-d]pyrimidin-6-yl)-3-methylazetidine-1-carboxylate